N1C(CC=C1)=O 1H-pyrrol-2(3H)-one